1,3-dihydroxy-5-(1-aminopropyl)benzene OC1=CC(=CC(=C1)C(CC)N)O